C(C)(C)(C)OC(C1=C(C=C(C=C1)OC)O)=O.OC1=C(C=C(C=C1CCCCCCCCCCCCCCCC)C)N1N=C2C(=N1)C=CC=C2 2-(2'-hydroxy-3'-hexadecyl-5'-methylphenyl)benzotriazole tert-butyl-2-hydroxy-4-methoxybenzoate